COC1=C(C(=CC=C1)OC)N1C(=NC=2C1=NC(=CN2)C(S(=O)(=O)N)C2(CC2)O)C2=NC(=CC=C2)OCC (1-(2,6-Dimethoxyphenyl)-2-(6-ethoxypyridin-2-yl)-1H-imidazo[4,5-b]pyrazin-6-yl)-1-(1-hydroxycyclopropyl)methanesulfonamide